NC=1C=C(CN2N=CC3=C(C2=O)N(C2=C3SC(=N2)C)C)C=CC1 6-(3-aminobenzyl)-2,4-dimethyl-4H-thiazolo[5',4':4,5]pyrrolo[2,3-d]pyridazin-5(6H)-one